N1C=NC2=C1C=C(C=C2)N2C(OC[C@@H]2C2=CC=C(C=C2)N2CCN(CC2)C)=O (S)-3-(1H-benzo[d]imidazol-6-yl)-4-(4-(4-methylpiperazin-1-yl)phenyl)oxazolidin-2-one